C(C)[C@@H]1C(N(C=2C=NC(=NC2N1C1CCNCC1)NC1=C(C=CC(=C1)N1CCN(CC1)C)OCCO)C)=O (R)-7-ethyl-2-((2-(2-hydroxyethoxy)-5-(4-methylpiperazin-1-yl)phenyl)amino)-5-methyl-8-(4-piperidinyl)-7,8-dihydropteridin-6(5H)-one